5-[2-(2-chloro-6-fluorophenyl)-5-phenyl-3H-imidazol-4-yl]-3-(2,2-dimethylpropyl)-3H-imidazo[4,5-b]pyridin-2-ylamine mesylate S(C)(=O)(=O)O.ClC1=C(C(=CC=C1)F)C1=NC(=C(N1)C1=CC=C2C(=N1)N(C(=N2)N)CC(C)(C)C)C2=CC=CC=C2